(S)-3-(4-(1H-indol-3-yl)phenyl)-2-aminopropanoic acid N1C=C(C2=CC=CC=C12)C1=CC=C(C=C1)C[C@@H](C(=O)O)N